(2R)-2-Amino-N-[4-(2-cyclopropyl-1H-pyrrolo[2,3-b]pyridin-4-yl)phenyl]-4-methyl-pentanamide N[C@@H](C(=O)NC1=CC=C(C=C1)C1=C2C(=NC=C1)NC(=C2)C2CC2)CC(C)C